C(C)(C)[Si](C#CC(=O)O)(C(C)C)C(C)C 3-triisopropylsilylprop-2-ynoic acid